tert-butyl (2-(3-methyl-4-nitrophenoxy)ethyl)carbamate CC=1C=C(OCCNC(OC(C)(C)C)=O)C=CC1[N+](=O)[O-]